C1(CCCCC1)CCOC=1C=CC(=NC1)C1(CCCC1)C(=O)N[C@@H](C)C1=CC=C(C(=O)O)C=C1 4-[(1S)-1-[[1-[5-(2-Cyclohexylethoxy)-2-pyridyl]cyclopentanecarbonyl]amino]ethyl]benzoic acid